N(C(=N)N)CCCCC(=O)N 5-GUANIDINOPENTANAMID